BrC1=CC(=C(NC)C(=C1)[N+](=O)[O-])OC 4-bromo-2-methoxy-N-methyl-6-nitroaniline